C(C(C)C)O[Zn] isobutoxyzinc